N-[3-[2-(4-fluoroanilino)-1-methyl-2-oxo-ethyl]-1-bicyclo[1.1.1]pentanyl]isoquinolin-2-ium-5-carboxamide FC1=CC=C(NC(C(C)C23CC(C2)(C3)NC(=O)C=3C=2C=C[NH+]=CC2C=CC3)=O)C=C1